methylcarboxyl-(8-cyclopentyl-7H-purine-6-carboxamide) COC(=O)C1=NC(=C2NC(=NC2=N1)C1CCCC1)C(=O)N